ClC=1C=CC(=NC1)[C@@]1(OC2=C(C=CC=C2C=C1)C1CCN(CC1)CC1=NC2=C(N1C[C@H]1OCC1)C=C(C=C2)C(=O)O)C ((4-((R)-2-(5-chloropyridin-2-yl)-2-methyl-2H-chromen-8-yl)piperidin-1-yl)methyl)-1-(((S)-oxetan-2-yl)methyl)-1H-benzo[d]imidazole-6-carboxylic acid